C1(CC1)C=1C(=C2C=NNC2=CC1)CNC(C1=CC(=C(C=C1)OC(F)(F)F)F)=O N-((5-cyclopropyl-1H-indazol-4-yl)methyl)-3-fluoro-4-(trifluoro-methoxy)benzamide